2-methoxyethyl (1s,2r,5r)-3-((6-(4-(difluoromethoxy)-phenoxy) pyridin-3-yl) sulfonyl)-2-(((tetrahydro-2H-pyran-2-yl) oxy) carbamoyl)-3,8-diazabicyclo[3.2.1]octane-8-carboxylate FC(OC1=CC=C(OC2=CC=C(C=N2)S(=O)(=O)N2[C@H]([C@@H]3CC[C@H](C2)N3C(=O)OCCOC)C(NOC3OCCCC3)=O)C=C1)F